6-((tert-Butoxycarbonyl)amino)-2,3-dichloropyridine-4-thiol sodium [Na].C(C)(C)(C)OC(=O)NC1=CC(=C(C(=N1)Cl)Cl)S